1-(tert-butyl) 3-ethyl 2-(difluoromethyl)-2-((2,5-dimethyl-1H-pyrrol-1-yl)methyl)malonate FC(C(C(=O)OC(C)(C)C)(C(=O)OCC)CN1C(=CC=C1C)C)F